C(C)(C)(C)C=1C=C(C=C(C1O)C(C)(C)C)CCC(=O)OCC(C(=O)Cl)C 3-((3-(3,5-di-tert-butyl-4-hydroxyphenyl)propionyl)oxy)-2-methylpropionyl chloride